5-chloro-4-(trifluoromethyl)pyridine-3-carboxylic acid methyl ester COC(=O)C=1C=NC=C(C1C(F)(F)F)Cl